C(=C)OC(CCCCCCCCCC)=O undecanoic acid vinylester